tert-butyl 3-((1-ethoxy-2-methyl-1-oxopropan-2-yl)oxy)-1H-pyrazole-1-carboxylate C(C)OC(C(C)(C)OC1=NN(C=C1)C(=O)OC(C)(C)C)=O